COCC1=CC=C(CSC=2N=CCN2)C=C1 2-((4-methoxymethylbenzyl)thio)-4H-imidazole